BrC1=CC=C2C(=NN(C2=C1)CCOCCOC)N 6-bromo-1-[2-(2-methoxyethoxy)ethyl]-1H-indazol-3-amine